tert-butyl 2-(2-methyl-6-(morpholine-4-carbonyl)quinolin-4-yl)benzoate CC1=NC2=CC=C(C=C2C(=C1)C1=C(C(=O)OC(C)(C)C)C=CC=C1)C(=O)N1CCOCC1